C12(CCCC1)C1CCC(C2)C1 rac-spiro[bicyclo[2.2.1]heptane-2,1'-cyclopentan]